(S)-2-allyl-6-((4-((2-hydroxy-1-phenylethyl)amino)-5-(1,3,4-oxadiazol-2-yl)pyridin-2-yl)amino)-1-isopropyl-1,2-dihydro-3H-pyrazolo[3,4-b]pyridin-3-one C(C=C)N1N(C2=NC(=CC=C2C1=O)NC1=NC=C(C(=C1)N[C@H](CO)C1=CC=CC=C1)C=1OC=NN1)C(C)C